COC(=O)C1=NC=C(N=C1)N1C[C@@H](CC1)NC.OC1=C(C=CC=C1)S(=O)(=O)NC1CSC1 2-hydroxy-N-(thietane-3-yl)benzenesulfonamide methyl-(R)-5-(3-(methylamino)pyrrolidin-1-yl)pyrazine-2-carboxylate